(E)-N-(4-(1-(6-(4-(3-((2-(2,6-dioxopiperidin-3-yl)-1-oxoisoindoline-4-yl)thio)propyl)piperazin-1-yl)pyridazin-3-carbonyl)piperidin-4-yl)butyl)-3-(pyridin-3-yl)acrylamide O=C1NC(CCC1N1C(C2=CC=CC(=C2C1)SCCCN1CCN(CC1)C1=CC=C(N=N1)C(=O)N1CCC(CC1)CCCCNC(\C=C\C=1C=NC=CC1)=O)=O)=O